ClC=1C=C(C=CC1F)NC(=S)NC1=CC=C(C=C1)S(=O)(=O)NCC 4-({[3-chloro-4-fluorophenyl]amino}carbonothioyl)amino-N-ethylbenzenesulfonamide